COCC=1N=C2N(C(=NC=C2)O)C1 2-(methoxymethyl)imidazo[1,2-c]pyrimidin-5-ol